3-(3-phenylbicyclo[1.1.1]pentan-1-yl)-2-(1H-pyrrol-1-yl)benzoic acid C1(=CC=CC=C1)C12CC(C1)(C2)C=2C(=C(C(=O)O)C=CC2)N2C=CC=C2